2-{2-[(1R)-1-(4-chlorophenyl)-2-[(5-chloropyridin-2-yl)methyl]-1-methoxy-3-oxo-2,3-dihydro-1H-isoindol-5-yl]-2-hydroxypropoxy}-N,N-dimethylacetamide ClC1=CC=C(C=C1)[C@@]1(N(C(C2=CC(=CC=C12)C(COCC(=O)N(C)C)(C)O)=O)CC1=NC=C(C=C1)Cl)OC